3,3-difluoropyrrolidine, Hydrochloride Cl.FC1(CNCC1)F